methyl (Z)-6-cyclopropoxy-4-(N'-hydroxycarbamimidoyl)picolinate C1(CC1)OC1=CC(=CC(=N1)C(=O)OC)/C(/N)=N/O